[N-](S(=O)(=O)C(F)(F)F)S(=O)(=O)C(F)(F)F.C[N+](CCCCCCC)(CC)C N,N-dimethyl-N-ethyl-N-heptylammonium bis(trifluoromethanesulfonyl)imide salt